ClC=1C=C(NC=2C3=C(N=CN2)C=CC(=N3)N3CC2(CCN2C(=O)OC(C)(C)C)C3)C=C(C1)Cl tert-butyl 6-[4-(3,5-dichloroanilino)pyrido[3,2-d]pyrimidin-6-yl]-1,6-diazaspiro[3.3]heptane-1-carboxylate